ClC1=C(C=C2CCN(C2=C1)C1=NC=NC2=CC=C(C=C12)C=1C=C2C(=NC1)NN=C2C)F 4-(6-chloro-5-fluoro-indolin-1-yl)-6-(3-methyl-1H-pyrazolo[3,4-b]pyridin-5-yl)quinazoline